C(C)(C)(C)C1=NN(C(=C1)N)C1CC1 3-(tert-butyl)-1-cyclopropyl-1H-pyrazol-5-amine